O=C1NC(CCC1N1C(C2=CC=CC(=C2C1=O)N1CCC(CC1)C(=O)O)=O)=O 1-[2-(2,6-dioxo-3-piperidyl)-1,3-dioxo-isoindolin-4-yl]piperidine-4-carboxylic acid